((4-(4-methylpiperidin-4-yl)phenyl)amino)-3-(3-(2-oxo-3-phenylimidazolin-1-yl)Piperidin-1-yl)-1,2,4-triazine-6-carboxamide CC1(CCNCC1)C1=CC=C(C=C1)NC=1N=C(N=NC1C(=O)N)N1CC(CCC1)N1C(N(CC1)C1=CC=CC=C1)=O